2-(4-(4-(3-(6-cyano-5-(trifluoromethyl)pyridin-3-yl)-5,5-dimethyl-4-oxo-2-thioxoimidazolidin-1-yl)-2-ethylphenoxy)piperidin-1-yl)-N-(3-(2,6-dioxopiperidin-3-ylamino)phenyl)acetamide C(#N)C1=C(C=C(C=N1)N1C(N(C(C1=O)(C)C)C1=CC(=C(OC2CCN(CC2)CC(=O)NC2=CC(=CC=C2)NC2C(NC(CC2)=O)=O)C=C1)CC)=S)C(F)(F)F